1-(5-(4-chlorophenyl)-1-(2,4-dichlorophenyl)-4-methyl-1H-pyrazol-3-yl)-2-(piperazin-1-yl)ethane-1,2-dione ClC1=CC=C(C=C1)C1=C(C(=NN1C1=C(C=C(C=C1)Cl)Cl)C(C(=O)N1CCNCC1)=O)C